4,8-di-tert-butyl-6-(2-((2R,5R)-2,5-diphenylphospholan-1-yl)ethoxy)-1,2,10,11-tetramethyldibenzo-[d,f][1,3,2]dioxaphosphepine C(C)(C)(C)C1=CC(=C(C2=C1OP(OC1=C2C(=C(C=C1C(C)(C)C)C)C)OCCP1[C@H](CC[C@@H]1C1=CC=CC=C1)C1=CC=CC=C1)C)C